C(C)C1COCOC1 5-ethyl-1,3-dioxane